tert-butyl 3-[4-(1-[1-[(4-methoxyphenyl) methyl]-2,6-dioxopiperidin-3-yl]-3-methyl-2-oxo-1,3-benzodiazol-5-yl)piperazin-1-yl]propanoate COC1=CC=C(C=C1)CN1C(C(CCC1=O)N1C(N(C2=C1C=CC(=C2)N2CCN(CC2)CCC(=O)OC(C)(C)C)C)=O)=O